2-(6-cyclopropyl-2-(methylsulfonyl)pyrimidin-4-yl)-4-(2-fluoro-6-methoxyphenyl)-2,3-dihydro-1H-pyrrolo[3,4-c]pyridin-1-one C1(CC1)C1=CC(=NC(=N1)S(=O)(=O)C)N1CC=2C(=NC=CC2C1=O)C1=C(C=CC=C1OC)F